C(C)(C)(C)OC(=O)N([C@@H](CCC(=O)O)C(=O)O)C(=O)OC(C)(C)C N,N-bis(tert-butoxycarbonyl)-L-glutamic acid